CC1(CCC=2C(=NNC2C1)C(=O)NC=1C=NN(C1)C1CCC(CC1)C(=O)[O-])C 4-[4-(6,6-dimethyl-4,5,6,7-tetrahydro-1H-indazole-3-amido)-1H-pyrazol-1-yl]cyclohexane-1-carboxylate